FC(CCOC=1OC2=CC=CC=C2C(C1)=O)(F)F 2-trifluoromethyl-ethoxy-chromone